7-(6-(((1R,2R,3S,5S)-2-fluoro-8-methyl-8-azabicyclo[3.2.1]octan-3-yl)(methyl)amino)pyridazin-3-yl)-6-hydroxy-4H-chromen-4-one F[C@@H]1[C@H]2CC[C@@H](C[C@@H]1N(C1=CC=C(N=N1)C1=C(C=C3C(C=COC3=C1)=O)O)C)N2C